COC(=O)[C@]1(C[C@@H]2N(C([C@H](N(C2=O)C)C)=O)[C@H]1C1=CC2=C(OCO2)C=C1)C |r| rac-(3r,6s,7s,8as)-6-(benzo[d][1,3]dioxol-5-yl)-2,3,7-trimethyl-1,4-dioxooctahydropyrrolo-[1,2-a]pyrazine-7-carboxylic acid methyl ester